BrC1=C2C(=CN(C2=C(C(=C1)Cl)Cl)S(=O)(=O)C1=CC=C(C=C1)C)I 4-Bromo-6,7-dichloro-3-iodo-1-(p-tolylsulfonyl)indole